C1CC12NCCC(C2)N2N=CC(=C2)C2=NC1=CC=CC=C1N=C2 2-(1-(4-azaspiro[2.5]oct-7-yl)-1H-pyrazol-4-yl)quinoxaline